BrC1=CC=C(C=C1)C1(CCCC1)C=1N=C(SC1)NC(=O)NCC=1C=NC(=NC1)N1CCNCC1 1-(4-(1-(4-bromophenyl)-cyclopentyl)thiazol-2-yl)-3-((2-(piperazin-1-yl)pyrimidin-5-yl)methyl)urea